5-METHYL-2-PYRAZINECARBOXYLIC ACID CC=1N=CC(=NC1)C(=O)O